Chloronorleucine ClN[C@@H](CCCC)C(=O)O